methyl (E)-3-(4-(((2-(1H-indol-3-yl)ethyl)(tert-butoxycarbonyl)amino)methyl)phenyl)acrylate N1C=C(C2=CC=CC=C12)CCN(C(=O)OC(C)(C)C)CC1=CC=C(C=C1)/C=C/C(=O)OC